[Cl-].[Cl-].C[SiH2][Ti+2](C1(C(=C(C(=C1)C)C)C)C)NC(C)(C)C methylsilyl-(N-tert-butylamino)(tetramethylcyclopentadienyl)titanium dichloride